C1(CC1)CNC([O-])=O N-(cyclopropylmethyl)carbamate